2-((4-(7-(((1r,4r)-4-aminocyclohexyl)methyl)-2,7-diazaspiro[3.5]non-2-yl)pyrimidin-5-yl)oxy)-5-fluoro-N,N-diisopropylbenzamide NC1CCC(CC1)CN1CCC2(CN(C2)C2=NC=NC=C2OC2=C(C(=O)N(C(C)C)C(C)C)C=C(C=C2)F)CC1